N-[4,6-bis(3-hydroxy-3-methyl-butoxy)pyrimidin-2-yl]-1-methyl-pyrazole-4-sulfonamide OC(CCOC1=NC(=NC(=C1)OCCC(C)(O)C)NS(=O)(=O)C=1C=NN(C1)C)(C)C